C(C=C)(=O)OCCC[Si](OC)(OC)OC acryloyloxypropyl-trimethoxyl-silane